(3,5-dimethyl-1H-pyrazolyl)(3-phenylbicyclo[1.1.0]butan-1-yl)methanone CC1=NN(C(=C1)C)C(=O)C12CC2(C1)C1=CC=CC=C1